3-[3-[4-(2-cyclopropylmethoxy-5-ethylsulphonylbenzoyl)piperazin-1-yl]propyl]-1H-indole-5-carbonitrile C1(CC1)COC1=C(C(=O)N2CCN(CC2)CCCC2=CNC3=CC=C(C=C23)C#N)C=C(C=C1)S(=O)(=O)CC